C(CC)C(CCCN)N Propylbutane-1,4-diamine